4-(3-((4-chloro-6-methoxypyrido[3,2-d]pyrimidin-7-yl)oxy)propyl)-morpholine ClC=1C2=C(N=CN1)C=C(C(=N2)OC)OCCCN2CCOCC2